C(C)(C)OC(=O)C1(CC(C1)=NO)C(=O)OC(C)C.CS(=O)(=O)OCC12CN(C(C1)C2)C(=O)OCCCC Butyl 4-(methylsulfonyloxymethyl)-2-azabicyclo[2.1.1]hexane-2-carboxylate Diisopropyl-3-hydroxyiminocyclobutane-1,1-dicarboxylate